2-(3-(((4-(2-((6-(pyridazin-4-yl)-1H-indazol-4-yl)oxy)ethoxy)butyl)amino)methyl)-5-(trifluoromethoxy)phenyl)acetonitrile N1=NC=C(C=C1)C1=CC(=C2C=NNC2=C1)OCCOCCCCNCC=1C=C(C=C(C1)OC(F)(F)F)CC#N